3-n-butyl alcohol CCC(C)O